tert-Butyl 5-amino-1H-indole-1-carboxylate NC=1C=C2C=CN(C2=CC1)C(=O)OC(C)(C)C